N1(CCC1)CC1CCC(CC1)C1(CC(=NC=C1C1=NN(C=C1)CC(F)(F)F)NC1=NC(=NC=C1)C=1C=NN(C1)S(=O)(=O)C1CC1)N 4-((1s,4s)-4-(Azetidin-1-ylmethyl)cyclohexyl)-N2-(2-(1-(cyclopropylsulfonyl)-1H-pyrazol-4-yl)pyrimidin-4-yl)-5-(1-(2,2,2-trifluoroethyl)-1H-pyrazol-3-yl)pyridine-2,4-diamine